2,4-diphenyl-6-(3'-(spiro[benzo[c]fluorene-7,9'-fluorene]-9-yl)-[1,1'-biphenyl]-3-yl)-1,3,5-triazine C1(=CC=CC=C1)C1=NC(=NC(=N1)C1=CC=CC=C1)C=1C=C(C=CC1)C1=CC(=CC=C1)C=1C=CC=2C=3C4=C(C=CC3C3(C5=CC=CC=C5C=5C=CC=CC35)C2C1)C=CC=C4